N[C@@H]1[C@@H](OCC12CCN(CC2)N2N=C(C1=C2N=CN(C1=O)C)C#CC1=C(C(=CC=C1)OC)F)C ((3S,4S)-4-amino-3-methyl-2-oxa-8-azaspiro[4.5]decan-8-yl)-3-((2-fluoro-3-methoxyphenyl)ethynyl)-5-methyl-1,5-dihydro-4H-pyrazolo[3,4-d]pyrimidin-4-one